(2-(4-(2-acetyl-5-chlorophenyl)-3-methoxy-6-oxopyridazin-1(6H)-yl)-3-(4-(cyclobutanecarboxamido)phenyl)propionylamino)benzoic acid C(C)(=O)C1=C(C=C(C=C1)Cl)C=1C(=NN(C(C1)=O)C(C(=O)NC1=C(C(=O)O)C=CC=C1)CC1=CC=C(C=C1)NC(=O)C1CCC1)OC